CN1C=C(C=C(C1=O)C)C=1NC2=CC=C(C=C2C1C(C)C)C1CCN(CC1)CCC(=O)N 3-(4-(2-(1,5-dimethyl-6-oxo-1,6-dihydropyridin-3-yl)-3-isopropyl-1H-indol-5-yl)piperidin-1-yl)propanamide